[Cl-].COCCOC 1,2-dimethoxyethane chloride